8-bromo-2-chloro-6-methyl-quinazolin-4-ol BrC=1C=C(C=C2C(=NC(=NC12)Cl)O)C